CN1C2=C(OCC1=O)C=CC(=C2)NC(=O)C=2C=NN(C2C(F)(F)F)C2=C1C=CC=NC1=CC=C2 N-(4-methyl-3-oxo-3,4-dihydro-2H-benzo[b][1,4]oxazin-6-yl)-1-(quinolin-5-yl)-5-(trifluoromethyl)-1H-pyrazole-4-carboxamide